5-(3-pyridinecarbonyl)-3-(1-propyl-1,2,3,6-tetrahydropyridin-4-yl)-1H-indole N1=CC(=CC=C1)C(=O)C=1C=C2C(=CNC2=CC1)C=1CCN(CC1)CCC